COC1=CC=C(CC2=NC3=C(N2)C=CC(=C3)N)C=C1 2-(4-methoxybenzyl)-1H-benzo[d]imidazol-5-amine